3-methyl-7-(2,2,2-trifluoroethyl)-1H-purine-2,6(3H,7H)-dione CN1C(NC(C=2N(C=NC12)CC(F)(F)F)=O)=O